(2S)-1-[2-[(3S)-3-[(7-fluoro-5-quinolinyl)amino]pyrrolidin-1-yl]acetyl]pyrrolidine-2-carbonitrile FC1=CC(=C2C=CC=NC2=C1)N[C@@H]1CN(CC1)CC(=O)N1[C@@H](CCC1)C#N